ClC(C(=O)OCC)C=O ethyl 2-chloro-2-formylacetate